N-(3-bromo-4-fluoro-5-(1,3,5-trimethyl-1H-pyrazol-4-yl)phenyl)ethanesulfonamide BrC=1C=C(C=C(C1F)C=1C(=NN(C1C)C)C)NS(=O)(=O)CC